BrC1=CC=C(C=C1)C1C(C(O)C2=CC=C(C=C2)Br)C1=O 1,3-di(4-bromophenyl)-3-hydroxypropyleneketone